BrC=1C=C(C=CC1)C1=NN=C(O1)C1=C(C(=O)N)C=C(C=C1F)C(F)(F)F (5-(3-bromophenyl)-1,3,4-oxadiazol-2-yl)-3-fluoro-5-(trifluoromethyl)benzamide